O[C@H]1C[C@H](CC1)NC(OC(C)(C)C)=O tert-butyl [(1S,3R)-3-hydroxycyclopentyl]carbamate